triglycidyl-ammonium sulfate S(=O)(=O)([O-])[O-].C(C1CO1)[NH+](CC1CO1)CC1CO1.C(C1CO1)[NH+](CC1CO1)CC1CO1